ClC=1C=NC(=C(C(=O)NC2CCC(CC2)CN2C(N(C3=C2C=CC=C3)C=3C=NC(=CC3)NC(C)C)=O)C1)C(F)F 5-chloro-2-(difluoromethyl)-N-((1r,4r)-4-((3-(6-(iso-propylamino)pyridin-3-yl)-2-oxo-2,3-dihydro-1H-benzo[d]imidazol-1-yl)methyl)cyclohexyl)nicotinamide